C1(CCCC1)NC1=NC(=CC=C1N)C1=CC=C(C=C1)C N2-cyclopentyl-6-(p-tolyl)pyridine-2,3-diamine